(R)-6-(3-fluoropyrrolidin-1-yl)quinoline-4-carboxylic acid tert-butyl ester C(C)(C)(C)OC(=O)C1=CC=NC2=CC=C(C=C12)N1C[C@@H](CC1)F